n-octoyl chloride C(CCCCCCC)(=O)Cl